benzyl (6R)-6-{[7-(ethanesulfonyl)-2-(4-methoxyphenyl)[1,2,4]triazolo[1,5-c]quinazolin-5-yl]amino}-5-oxo-1,4-diazepane-1-carboxylate C(C)S(=O)(=O)C1=CC=CC=2C=3N(C(=NC12)N[C@H]1C(NCCN(C1)C(=O)OCC1=CC=CC=C1)=O)N=C(N3)C3=CC=C(C=C3)OC